C(C)(C)(C)OC(=O)N1C[C@H](CC1)N(C)C1=NC=C(C=C1Cl)S(N(C=1N=CSC1)C(=O)OC(C)(C)C)(=O)=O (S)-3-((5-(N-(tert-Butoxycarbonyl)-N-(thiazol-4-yl)sulfamoyl)-3-chloropyridin-2-yl)(methyl)amino)pyrrolidine-1-carboxylic acid tert-butyl ester